C1(=CC=CC=C1)N(C(OC1=C2N=CN(C2=NC(=N1)NC(C(C)C)=O)[C@@H](COC(C1=CC=CC=C1)(C1=CC=C(C=C1)OC)C1=CC=C(C=C1)OC)CO[Si](C1=CC=CC=C1)(C1=CC=CC=C1)C(C)(C)C)=O)C1=CC=CC=C1 (S)-9-(1-(bis(4-methoxyphenyl)(phenyl)methoxy)-3-((tert-butyldiphenylsilyl)oxy)propan-2-yl)-2-isobutyramido-9H-purin-6-yl diphenylcarbamate